F[B-](F)(F)F.C1(CC1)[S+](C1=CC=CC=C1)C1=CC=CC=C1 Cyclopropyl-diphenyl-sulfonium tetrafluoroborate salt